(2-(2-(2-hydroxyethoxy)ethoxy)ethyl)carbamic acid tert-butyl ester C(C)(C)(C)OC(NCCOCCOCCO)=O